2-[2,6-bis(oxo)piperidin-3-yl]-5-[5-[[2-[4-[6-(dimethyl-amino)pyridin-3-yl]phenyl]-1,3-benzothiazol-6-yl]amino]pentoxy]isoindole-1,3-dione O=C1NC(CCC1N1C(C2=CC=C(C=C2C1=O)OCCCCCNC1=CC2=C(N=C(S2)C2=CC=C(C=C2)C=2C=NC(=CC2)N(C)C)C=C1)=O)=O